FC1=C(C=CC=C1)C(=O)N1CC2CCC(C1)N2CC2=C(N=C1N2C=CC=C1)C1=CC=C(C=C1)C(C)C (2-fluorophenyl)(8-{[2-(4-isopropylphenyl)imidazo[1,2-a]pyridin-3-yl]methyl}-3,8-diazabicyclo[3.2.1]oct-3-yl)methanone